C(C)(=O)N[C@@H]1[C@H](CCCC1)NC(=O)C=1SC=2N=CC=C3N(C(NC1C23)=O)C2=C(C=C(C=C2)OC2=CC=CC=C2)C N-((1S,2S)-2-Acetamidocyclohexyl)-5-(2-methyl-4-phenoxyphenyl)-4-oxo-4,5-dihydro-3H-1-thia-3,5,8-triazaacenaphthylene-2-carboxamide